ClCC1=CC=C(C=C1)[Si](OC)(OC)OC 4-(chloromethyl)-phenyltrimethoxysilane